C(C=C)(=O)OC1CCCC1 3-cyclopentyl acrylate